(R)-1-(4-chlorobenzyl)-3-(6-((2-(pyridin-3-yl)pyrrolidin-1-yl)methyl)spiro[3.3]heptan-2-yl)urea ClC1=CC=C(CNC(=O)NC2CC3(C2)CC(C3)CN3[C@H](CCC3)C=3C=NC=CC3)C=C1